N-(2-aminophenyl)-4-((3,4-dimethyl-7-oxo-2-(p-tolyl)-2,7-dihydro-6H-pyrazolo[3,4-d]pyridazin-6-yl)methyl)benzamide NC1=C(C=CC=C1)NC(C1=CC=C(C=C1)CN1N=C(C=2C(C1=O)=NN(C2C)C2=CC=C(C=C2)C)C)=O